tert-butyl 2-{[4-(methanesulfonylmethyl)-3-methylphenyl]amino}-5H,6H,7H,8H-pyrido[3,4-d]pyrimidine-7-carboxylate CS(=O)(=O)CC1=C(C=C(C=C1)NC=1N=CC2=C(N1)CN(CC2)C(=O)OC(C)(C)C)C